C(C1=CC=CC=C1)N1CCC(CC1)CC(=O)N1CCC(CC1)OS(=O)(=O)C 1-(1-benzyl-4-piperidinylacetyl)-4-methanesulfonyloxypiperidine